O.S(=O)(=O)(O)O.CNC1CNC1 N-methylazetidin-3-amine hydrogen sulfate monohydrate